rac-N-(2-(methylamino)-2-phenylethyl)isoindoline hydrochloride Cl.CN[C@@H](CN1CC2=CC=CC=C2C1)C1=CC=CC=C1 |r|